CC1=C(C(=CC(=C1)C)C)S(=O)(=O)[O-].N[N+]1=CC(=CC(=C1)OCC1=CC=CC=C1)Br 1-amino-3-bromo-5-benzyloxypyridine-1-ium 2,4,6-trimethylbenzenesulfonate